3-chloro-5'-fluoro-2'-hydroxy-3'-(6-methyl-5-(piperazin-1-yl)pyridin-3-yl)-[1,1'-biphenyl] ClC=1C=C(C=CC1)C1=C(C(=CC(=C1)F)C=1C=NC(=C(C1)N1CCNCC1)C)O